2,5-dioxopyrrolidin-1-yl (R)-3-(3,4-bis(1-hydroxy-1,3-dihydrobenzo[c][1,2]oxaborole-6-carboxamido)butanamido)propanoate OB1OCC2=C1C=C(C=C2)C(=O)N[C@H](CC(=O)NCCC(=O)ON2C(CCC2=O)=O)CNC(=O)C=2C=CC1=C(B(OC1)O)C2